3-(benzyloxy)-N-(5-chloro-3-fluoropyridin-2-yl)-1-(2-chloro-N-(4-(trifluoromethyl)benzyl)acetamido)cyclobutane-1-carboxamide C(C1=CC=CC=C1)OC1CC(C1)(C(=O)NC1=NC=C(C=C1F)Cl)N(C(CCl)=O)CC1=CC=C(C=C1)C(F)(F)F